B(OC1=C(C(=CC=C1)CN)F)([O-])[O-] 3-(aminomethyl)-2-fluorophenyl borate